bis(2-triethoxysilyl ethyl) tetrasulfide C(C)O[Si](CCSSSSCC[Si](OCC)(OCC)OCC)(OCC)OCC